6-(((9H-fluoren-9-yl)methoxy)carbonyl)-L-lysine trifluoroacetate FC(C(=O)O)(F)F.C1=CC=CC=2C3=CC=CC=C3C(C12)COC(=O)C(CCC[C@H](N)C(=O)O)N